N-(2-oxo-2-(pyrrolidin-1-yl)ethyl)pentanamide O=C(CNC(CCCC)=O)N1CCCC1